ClC1=NN=C2N1C1=CC=CC=C1C(=N2)N2CCCC1=C(C=CC=C21)C#CC(C(F)F)(C)C chloro-5-(5-(4,4-difluoro-3,3-dimethylbut-1-yn-1-yl)-3,4-dihydroquinolin-1(2H)-yl)-[1,2,4]triazolo[4,3-a]quinazoline